(2s,5r)-1-benzyl-pyrrolidine-2,5-dicarboxylic acid diethyl ester C(C)OC(=O)[C@H]1N([C@H](CC1)C(=O)OCC)CC1=CC=CC=C1